N-Iso-propyl-5-methoxy-N-methyl-tryptamine C(C)(C)N(CCC1=CNC2=CC=C(C=C12)OC)C